(E)-1-(4-Fluoro-2-hydroxyphenyl)-3-[4-(4-methyl-N-(4-methylphenyl)anilino)phenyl]prop-2-en-1-one FC1=CC(=C(C=C1)C(\C=C\C1=CC=C(C=C1)N(C1=CC=C(C=C1)C)C1=CC=C(C=C1)C)=O)O